ClCN1CCC(C(=C1)OCC(F)(F)F)=O 1-(chloromethyl)-4-oxo-5-(2,2,2-trifluoroethoxy)-3,4-dihydropyridine